(S)-2-(3-(3-(8-chlorochroman-4-yl)ureido)-1H-pyrazol-1-yl)-N,N-dimethylbenzamide ClC=1C=CC=C2[C@H](CCOC12)NC(NC1=NN(C=C1)C1=C(C(=O)N(C)C)C=CC=C1)=O